Tert-butyl (R)-3-(2-(4-(trifluoromethyl)phenyl)acetamido)pyrrolidine-1-carbamate FC(C1=CC=C(C=C1)CC(=O)N[C@H]1CN(CC1)NC(=O)OC(C)(C)C)(F)F